C(#N)C1=C(C=CC(=C1)C(NC)=O)N1CCN(CC1)C(=O)OC(C)(C)C tert-butyl 4-[2-cyano-4-(methylcarbamoyl)phenyl]piperazine-1-carboxylate